C(C)C(COC=1C=C(OCC(CN(C)CCO)O)C=C(C1)CCCCCCCCCCCCCCC)CCCC 1-(3-((2-ethylhexyl)oxy)-5-pentadecylphenoxy)-3-((2-hydroxyethyl)(methyl)amino)propan-2-ol